rac-4-methyl-3-((3aS,5R,7R,7aS)-1,3,3,5,7-pentamethyloctahydrobenzo[c]isoxazol-5-yl)benzonitrile CC1=C(C=C(C#N)C=C1)[C@]1(C[C@H]2[C@@H](N(OC2(C)C)C)[C@@H](C1)C)C |r|